N-((2S,3R)-3-(Tert-butoxy)-1-oxo-1-((4-(((S)-2-oxo-4-(trifluoromethyl)imidazolidin-1-yl)methyl)pyridin-2-yl)amino)butan-2-yl)-1-isopropyl-1H-pyrazole-5-carboxamide C(C)(C)(C)O[C@@H]([C@@H](C(NC1=NC=CC(=C1)CN1C(N[C@@H](C1)C(F)(F)F)=O)=O)NC(=O)C1=CC=NN1C(C)C)C